phosphoric acid-tri(3-allyl-2-hydroxyphenyl) ester C(C=C)C=1C(=C(C=CC1)OP(OC1=C(C(=CC=C1)CC=C)O)(OC1=C(C(=CC=C1)CC=C)O)=O)O